N-(5-((6-((R)-3-(4-chlorophenyl)isoxazolidine-2-yl)pyrimidine-4-yl)amino)-2-(4-(4-cyclobutylpiperazine-1-yl)piperidine-1-yl)-4-methoxyphenyl)acrylamide ClC1=CC=C(C=C1)[C@@H]1N(OCC1)C1=CC(=NC=N1)NC=1C(=CC(=C(C1)NC(C=C)=O)N1CCC(CC1)N1CCN(CC1)C1CCC1)OC